CP(O[C@H]1O[C@H]([C@H]([C@H]1O)O)[N+]1=CC(=CC=C1)C(=O)OCCC)([O-])=O ((2R,3R,4S,5R)-3,4-dihydroxy-5-(3-(propoxycarbonyl) pyridin-1-ium-1-yl) tetrahydrofuran-2-yl) methylphosphonate